FC=1C=C(C=CC1C(N([C@H]1CNCCC1)C1=NC=CC2=CC=CC(=C12)C)=O)C1=CN=CC(=N1)C(=O)N (R)-6-(3-fluoro-4-((8-methylisoquinolin-1-yl)(piperidin-3-yl)carbamoyl)phenyl)pyrazine-2-carboxamide